2,2,2-trifluoroacetic acid compound with 3-(8-amino-1-(4-((4-(trifluoromethyl)pyridin-2-yl)carbamoyl)phenyl)imidazo[1,5-a]pyrazin-3-yl)benzoic acid NC=1C=2N(C=CN1)C(=NC2C2=CC=C(C=C2)C(NC2=NC=CC(=C2)C(F)(F)F)=O)C=2C=C(C(=O)O)C=CC2.FC(C(=O)O)(F)F